{4-[(4-morpholin-4-ylcyclohexyl)amino]-3-nitrophenyl}sulfonyl-2-(1H-pyrrolo[2,3-b]pyridin-5-yloxy)benzamide N1(CCOCC1)C1CCC(CC1)NC1=C(C=C(C=C1)S(=O)(=O)C=1C(=C(C(=O)N)C=CC1)OC=1C=C2C(=NC1)NC=C2)[N+](=O)[O-]